BrC=1C2=CN(N=C2C=C(C1)C(=O)O)CC1=CC=C(C=C1)OC 4-bromo-2-(4-methoxybenzyl)-2H-indazole-6-carboxylic acid